C(C1=CC=CC=C1)(=O)OC(C(C)(C)C)OS(=O)(=O)ON1[C@@H]2CC[C@H](N(C1=O)C2)C(N)=O (((((1R,2S,5R)-2-carbamoyl-7-oxo-1,6-diazabicyclo[3.2.1]oct-6-yl) oxy) sulfonyl) oxy)-2,2-dimethylpropyl benzoate